FC1=CC=C(C2=CN(N=C12)C1OCCCC1)C1=C(C(=NC2=C3C=CC=NC3=C(C=C12)OC)OCC1=CC=C(C=C1)OC)N 4-[7-fluoro-2-(oxan-2-yl)indazol-4-yl]-6-methoxy-2-[(4-methoxyphenyl)methoxy]-1,7-phenanthroline-3-amine